8-(4-(3-fluoroazetidine-3-carbonyl)piperazin-1-yl)-N-(1-methylcyclopropyl)-3-(5-(trifluoromethyl)-1,3,4-thiadiazol-2-yl)imidazo[1,5-a]pyridine-6-sulfonamide FC1(CNC1)C(=O)N1CCN(CC1)C=1C=2N(C=C(C1)S(=O)(=O)NC1(CC1)C)C(=NC2)C=2SC(=NN2)C(F)(F)F